tert-butyl (S)-(3-cyano-1-(3-(methylamino)phenyl)propyl)carbamate C(#N)CC[C@@H](C1=CC(=CC=C1)NC)NC(OC(C)(C)C)=O